C1(=CC=CC=C1)NC1=CC=CC=2SC3=C(C21)C=CC=C3 N-phenyldibenzo[b,d]thiophen-1-amine